BrC1=CC(=C(NC(CC(C)(C)NC(OC(C)(C)C)=O)=O)C(=C1)NC(C)C)F tert-butyl (4-{4-bromo-2-fluoro-6-[(propan-2-yl)amino]anilino}-2-methyl-4-oxobutan-2-yl)carbamate